O1CCOC12CCC(CC2)C2=C1CCN(C1=CC=C2)[C@@H]2C(NC(CC2)=O)=O (3S)-3-[4-(1,4-dioxaspiro[4.5]decan-8-yl)indolin-1-yl]piperidine-2,6-dione